O1CCC(CC1)C1=NN=C2N1C1=C(N=C2)C=CC(=N1)C1=CC=C(C=C1)N1CCC(CC1)N 1-(4-(9-(tetrahydro-2H-pyran-4-yl)pyrido[3,2-e][1,2,4]triazolo[4,3-a]pyrazin-2-yl)phenyl)piperidin-4-amine